FC1=CC=C(CNC(=O)C=2C(N(C3=NC=C(C=C3C2)C2=CC=C(C=C2)OC)CCN2CCOCC2)=O)C=C1 N-(4-fluorobenzyl)-6-(4-methoxyphenyl)-1-(2-morpholinoethyl)-2-oxo-1,2-dihydro-1,8-naphthyridine-3-carboxamide